C(C)(C)(C)OC1=CC(=C(C=N1)NC(C)=O)C N-(6-tert-butoxy-4-methyl-3-pyridyl)acetamide